carbamoylcyano(nitroso)methane tert-butyl-(4-(((6-((bis(pyridin-2-ylmethyl)amino)methyl)pyridin-3-yl)methyl)amino)phenethyl)carbamate C(C)(C)(C)N(C(O)=O)CCC1=CC=C(C=C1)NCC=1C=NC(=CC1)CN(CC1=NC=CC=C1)CC1=NC=CC=C1.C(N)(=O)C(N=O)C#N